1-(4-chlorophenyl)-3-phenylprop-2-yn-1-one ClC1=CC=C(C=C1)C(C#CC1=CC=CC=C1)=O